2-acetamido-5-(3,4,5-trifluorobenzyloxy)benzoic acid methyl ester COC(C1=C(C=CC(=C1)OCC1=CC(=C(C(=C1)F)F)F)NC(C)=O)=O